Cl.N[C@H](C(=O)NC1=CC(=C(C=C1)C1=NNC(C=C1)=O)F)C(C1=CC=CC=C1)C1=CC=CC=C1 (S)-2-amino-N-(3-fluoro-4-(6-oxo-1,6-dihydropyridazin-3-yl)phenyl)-3,3-Diphenylpropionamide hydrochloride